5-(2-amino-propan-2-yl)-N-(2-((3R,4S)-3-fluoro-4-methoxy-piperidin-1-yl)pyrimidin-4-yl)-8-((2R,3S)-2-methyl-3-((methylsulfonyl)methyl)azetidin-1-yl)isoquinolin-3-amine NC(C)(C)C1=C2C=C(N=CC2=C(C=C1)N1[C@@H]([C@H](C1)CS(=O)(=O)C)C)NC1=NC(=NC=C1)N1C[C@H]([C@H](CC1)OC)F